N1(CCCC1)C#N pyrrolidine-1-carbonitrile